3-(5-(1-cyclopropyl-4-((3-(hydroxymethyl)azetidin-1-yl)methyl)-1H-pyrrolo[2,3-b]pyridin-6-yl)-1-oxoisoindolin-2-yl)piperidine-2,6-dione C1(CC1)N1C=CC=2C1=NC(=CC2CN2CC(C2)CO)C=2C=C1CN(C(C1=CC2)=O)C2C(NC(CC2)=O)=O